2-cyclopropyl-4-((3-methyl-1-(5-(trifluoromethyl)pyrimidin-2-yl)pyrrolidin-3-yl)methoxy)pyrimidine-5-carbonitrile C1(CC1)C1=NC=C(C(=N1)OCC1(CN(CC1)C1=NC=C(C=N1)C(F)(F)F)C)C#N